ethyl-4,5-diiodo-1H-imidazole C(C)N1C=NC(=C1I)I